N[C@H](C(C)C)C(=O)OCCCC(=O)O 4-((D-valyl)oxy)butanoic acid